(R)-N-(2,5-diaminopentyl)-6-(4-fluorophenyl)-4-methoxy-1H-indole-2-carboxamide hydrochloride Cl.N[C@@H](CNC(=O)C=1NC2=CC(=CC(=C2C1)OC)C1=CC=C(C=C1)F)CCCN